N-(3-(6-(methylamino)imidazo[1,2-a]pyridin-3-yl)phenyl)piperidin-4-carboxamide CNC=1C=CC=2N(C1)C(=CN2)C=2C=C(C=CC2)NC(=O)C2CCNCC2